(4-methoxyphenyl)-N-(3-morpholinopropyl)quinolin-4-amine COC1=CC=C(C=C1)C1=NC2=CC=CC=C2C(=C1)NCCCN1CCOCC1